(E)-3-(4-(6-(4-aminopiperidin-1-yl)pyridazin-3-yl)-2-fluoro-5-hydroxyphenyl)-N-methylacrylamide NC1CCN(CC1)C1=CC=C(N=N1)C1=CC(=C(C=C1O)/C=C/C(=O)NC)F